C(#N)C1=CC(=CC=2N=C(OC21)C=2C(=C(C=CC2)C2=C(C(=CC=C2)NC=2C=1N(C=CN2)C(=CN1)CN1C[C@H](CC1)O)C)C)CN1C[C@H](CC1)C(=O)O (S)-1-((7-cyano-2-(3'-(3-(((S)-3-hydroxypyrrolidin-1-yl)methyl)imidazo[1,2-a]pyrazin-8-ylamino)-2,2'-dimethylbiphenyl-3-yl)benzo[d]oxazol-5-yl)methyl)pyrrolidine-3-carboxylic acid